(1S)-3-amino-1-methyl-propoxylpiperidine-1-carboxylate NCC[C@@H](OC1N(CCCC1)C(=O)[O-])C